CNC=1OC2=C(N1)C=CC(=C2)B2OC(C(O2)(C)C)(C)C N-methyl[6-(4,4,5,5-tetramethyl-1,3,2-dioxaborolan-2-yl)-1,3-benzoxazol-2-yl]amine